C(C)(C)OC=1N=CC(=NC1)C1=NSC(=N1)NC1=NC=CC=C1C 3-(5-isopropoxy-pyrazin-2-yl)-N-(3-methyl-pyridin-2-yl)-1,2,4-thiadiazol-5-amine